3-[4-[(6-methoxy-3-pyridyl)methyl]phenyl]-5-(trifluoromethyl)-1,2,4-oxadiazole COC1=CC=C(C=N1)CC1=CC=C(C=C1)C1=NOC(=N1)C(F)(F)F